CC1CS(OC=C1)(=O)=O 4-methyl-3,4-dihydrooxathiine 2,2-dioxide